(5R)-3-[3-(3-chloro-2-fluorophenoxy)-6-methylpyridazin-4-yl]-5-(2-chloro-4-methyl-benzyl)-5,6-dihydro-4H-1,2,4-oxadiazine ClC=1C(=C(OC=2N=NC(=CC2C2=NOC[C@H](N2)CC2=C(C=C(C=C2)C)Cl)C)C=CC1)F